1-[(2-fluorophenyl)methyl]-N-[(6R)-2-[2-(2-methoxyethoxy)ethyl]-4-methyl-5-oxo-7,8-dihydro-6H-pyrazolo[1,5-a][1,3]diazepin-6-yl]-1,2,4-triazole-3-carboxamide FC1=C(C=CC=C1)CN1N=C(N=C1)C(=O)N[C@H]1C(N(C=2N(CC1)N=C(C2)CCOCCOC)C)=O